IC1=CC=C(C=C1)NC=1N(C(C=C(C1C(=O)N)OC1=C2C=CN(C2=CC=C1)S(=O)(=O)C)=O)C ((4-iodophenyl)amino)-1-methyl-4-((1-(methylsulfonyl)indol-4-yl)oxy)-6-oxo-1,6-dihydropyridine-3-carboxamide